5-chloro-3-(1-methyl-1H-pyrazol-4-yl)-1-((2-(trimethylsilyl)ethoxy)methyl)-1H-pyrazolo[3,4-c]Pyridine ClC=1C=C2C(=CN1)N(N=C2C=2C=NN(C2)C)COCC[Si](C)(C)C